rac-(1S*,2S*)-2-(2-amino-5-chlorophenyl)-N-(2-((6-cyclopropylimidazo[1,2-a]pyridin-2-yl)methyl)-2H-pyrazolo[4,3-c]pyridin-4-yl)cyclopropane-1-carboxamide NC1=C(C=C(C=C1)Cl)[C@@H]1[C@H](C1)C(=O)NC1=NC=CC=2C1=CN(N2)CC=2N=C1N(C=C(C=C1)C1CC1)C2 |r|